4-(3-fluoro-2-(1-methyl-3-(trifluoromethyl)-1H-pyrazol-4-yl)phenyl)-3-methyl-4,5,6,7-tetrahydrothieno[2,3-c]pyridine-2-carbonitrile FC=1C(=C(C=CC1)C1C2=C(CNC1)SC(=C2C)C#N)C=2C(=NN(C2)C)C(F)(F)F